N-((1r,4r)-4-((3-aminopropyl)sulfonamido)cyclohexyl)-7-methyl-1H-indole NCCCS(=O)(=O)NC1CCC(CC1)N1C=CC2=CC=CC(=C12)C